(E)-(4-(2-chlorophenyl)piperazin-1-yl)(2,4-dichlorophenyl)methanone oxime ClC1=C(C=CC=C1)N1CCN(CC1)/C(=N/O)/C1=C(C=C(C=C1)Cl)Cl